(S)-(-)-2,2-bis(diphenylphosphino)-1,1-binaphthyl C1(=CC=CC=C1)P(C1(C(=C2C=CC=CC2=CC1)C1=CC=CC2=CC=CC=C12)P(C1=CC=CC=C1)C1=CC=CC=C1)C1=CC=CC=C1